6-bromo-4-chloro-7-methoxyquinolin-3-amine BrC=1C=C2C(=C(C=NC2=CC1OC)N)Cl